2-[(5-chlorothiophen-2-yl)methoxy]benzamide ClC1=CC=C(S1)COC1=C(C(=O)N)C=CC=C1